BrCCC1=C2C(N(C(C2=CC=C1)=O)N1C(NC(CC1)=O)=O)=O 4-(2-Bromoethyl)-2-(2,4-dioxotetrahydropyrimidin-1(2H)-yl)isoindoline-1,3-dione